C(C)(C)N1C(N(C(C(=C1)C(=O)OCC)=O)C1=CC=CC=C1)=O ethyl 1-isopropyl-2,4-dioxo-3-phenyl-1,2,3,4-tetrahydropyrimidine-5-carboxylate